1-(tert-butyl)-N-(4-(2-(cyclopropanecarboxamido)pyridin-4-yl)-2-methylbenzyl)-1H-pyrazole-4-carboxamide C(C)(C)(C)N1N=CC(=C1)C(=O)NCC1=C(C=C(C=C1)C1=CC(=NC=C1)NC(=O)C1CC1)C